2-(4-(3-Chloro-4-(2-chloro-3-(5-((3-hydroxy-3-methylazetidin-1-yl)methyl)-6-methoxypyridin-2-yl)phenyl)pyridin-2-yl)-2-methoxybenzyl)-2,6-diazaspiro[3.4]octan-7-one ClC=1C(=NC=CC1C1=C(C(=CC=C1)C1=NC(=C(C=C1)CN1CC(C1)(C)O)OC)Cl)C1=CC(=C(CN2CC3(C2)CNC(C3)=O)C=C1)OC